isoleucine vanillyl ester C(C1=CC(OC)=C(O)C=C1)OC([C@@H](N)[C@@H](C)CC)=O